C(CCCCCCCCCCCCCCCCCCCCCCC)P(O)(O)=O tetracosyl-phosphonic acid